ClC=1C=NC=C(C1[C@@H](C)OC=1C=C2C(=NN(C2=CC1)C1OCCCC1)C=1C=CC(=NC1)N)Cl 5-(5-((R)-1-(3,5-Dichloropyridin-4-yl)ethoxy)-1-(tetrahydro-2H-pyran-2-yl)-1H-indazol-3-yl)pyridin-2-amine